tert-Butyl (trans-4-(2-(2,2-dimethyl-4,6-dioxo-1,3-dioxan-5-yl)propan-2-yl)cyclohexyl)carbamate CC1(OC(C(C(O1)=O)C(C)(C)[C@@H]1CC[C@H](CC1)NC(OC(C)(C)C)=O)=O)C